(2S,4r)-1-[(2S)-2-(4-cyclopropyl-triazol-1-yl)-3,3-dimethyl-butyryl]-4-hydroxy-N-[1-[4-(trifluoromethyl)pyrimidin-2-yl]cyclopropyl]pyrrolidine-2-carboxamide C1(CC1)C=1N=NN(C1)[C@H](C(=O)N1[C@@H](C[C@H](C1)O)C(=O)NC1(CC1)C1=NC=CC(=N1)C(F)(F)F)C(C)(C)C